O=C1N2C(COC3=C1C=NC=C3)CN(CC2)C(=O)[O-] 12-oxo-6a,7,9,10-tetrahydro-12H-pyrazino[2,1-c]pyrido[3,4-f][1,4]oxazepine-8(6H)-carboxylate